N-((3R,6S)-6-((2-(5-(2-((3R,5R)-3,5-Dimethylmorpholine-4-carbonyl)-4-fluorophenoxy)pyrimidin-4-yl)-2,7-diazaspiro[3.5]nonan-7-yl)methyl)tetrahydro-2H-pyran-3-yl)benzenesulfonamide C[C@H]1N([C@@H](COC1)C)C(=O)C1=C(OC=2C(=NC=NC2)N2CC3(C2)CCN(CC3)C[C@@H]3CC[C@H](CO3)NS(=O)(=O)C3=CC=CC=C3)C=CC(=C1)F